ethyl 2-(N,N-bis(4-methoxybenzyl)sulfamoyl)-4-oxo-4,5,6,7-tetrahydropyrazolo[1,5-a]pyridine-5-carboxylate COC1=CC=C(CN(S(=O)(=O)C2=NN3C(C(C(CC3)C(=O)OCC)=O)=C2)CC2=CC=C(C=C2)OC)C=C1